N[C@H](C(=O)O)CCOC1=NC=CN=C1 (2S)-2-amino-4-(pyrazin-2-yloxy)butanoic acid